C(C)OC1=NC(=NC=C1)NCC1=C(C=NN1C)C1=NC=C(C(=N1)C)O[C@@H]1C[C@H](CCC1)C(=O)O (1S,3S)-3-((2-(5-(((4-ethoxypyrimidin-2-yl)amino)methyl)-1-methyl-1H-pyrazol-4-yl)-4-methylpyrimidin-5-yl)oxy)cyclohexane-1-carboxylic acid